4-((1S,5R)-1-(5-(azetidin-3-ylmethyl)-1,3,4-oxadiazol-2-yl)-5-(trifluoromethyl)-3-azabicyclo[3.1.0]hexan-3-yl)-3-fluoropyrazolo[1,5-a]pyridine-7-carbonitrile N1CC(C1)CC1=NN=C(O1)[C@@]12CN(C[C@]2(C1)C(F)(F)F)C=1C=2N(C(=CC1)C#N)N=CC2F